FC(C=CC(=O)NC1=C(C(=CC=C1)OC=1C=2N(C=C(N1)C=1C=NN(C1)C1COCC1)N=CC2)F)(F)F 4,4,4-trifluoro-N-(2-fluoro-3-((6-(1-(tetrahydrofuran-3-yl)-1H-pyrazol-4-yl)pyrazolo[1,5-a]pyrazin-4-yl)oxy)phenyl)but-2-enamide